OC1=CC=C2C(=CNC2=C1)C[C@@H](C)NC(OC(C)(C)C)=O tert-butyl (R)-(1-(6-hydroxy-1H-indol-3-yl)propan-2-yl)carbamate